C(C1=CC=CC=C1)N1C[C@]2(CC[C@@H]([C@H]1CCB1OC(C(O1)(C)C)(C)C)N2C(=O)OC(C)(C)C)F tert-butyl (1S,4R,5S)-3-benzyl-1-fluoro-4-(2-(4,4,5,5-tetramethyl-1,3,2-dioxaborolan-2-yl)ethyl)-3,8-diazabicyclo[3.2.1]octane-8-carboxylate